(((4-nitrophenyl)methyl)sulfonamide) [N+](=O)([O-])C1=CC=C(C=C1)CS(=O)(=O)N